4-(1-(4-(trifluoromethoxy)phenyl)-1H-1,2,3-triazol-4-yl)aniline FC(OC1=CC=C(C=C1)N1N=NC(=C1)C1=CC=C(N)C=C1)(F)F